vinyl-tri(beta-methoxyethoxy)silane C(=C)[Si](OCCOC)(OCCOC)OCCOC